ethyl 2-{3-[(1,3-benzothiazol-2-yl) amino]-5H,6H,7H,8H-pyrido[2,3-c]pyridazin-8-yl}-1,3-thiazole-4-carboxylate S1C(=NC2=C1C=CC=C2)NC2=CC1=C(N=N2)N(CCC1)C=1SC=C(N1)C(=O)OCC